C(C=C)(=O)N1C[C@@H](CCC1)N1N=C(C=2C1=NC=NC2N)C(=O)NC2=CC=C(C1=CC=CC=C21)CC(=O)N(C)C (R)-1-(1-Acryloylpiperidin-3-yl)-4-amino-N-(4-(2-(dimethylamino)-2-oxoethyl)naphthalin-1-yl)-1H-pyrazolo[3,4-d]pyrimidin-3-carboxamid